O=C1N=C(C=C2N1CC1N2COC1)OCCC1=CC=C(C#N)C=C1 4-(2-((8-oxo-3,8,10,10a-tetrahydro-1H-oxazolo[3',4':3,4]imidazo[1,2-c]pyrimidin-6-yl)oxy)ethyl)benzonitrile